COC(=O)[C@H]1N([C@H]([C@@H](C1)O[Si](C)(C)C(C)(C)C)CC=C)C([C@H](CC=C)NC(=O)OC(C)(C)C)=O (2S,4R,5S)-5-allyl-1-((S)-2-((tert-Butoxycarbonyl)amino)pent-4-enoyl)-4-((tert-butyldimethylsilyl)oxy)pyrrolidine-2-carboxylic acid methyl ester